2-(2-benzylpyrrolidin-1-yl)-6-(3-methylmorpholino)pyrimidin-4(3H)-one C(C1=CC=CC=C1)C1N(CCC1)C1=NC(=CC(N1)=O)N1C(COCC1)C